methoxy-2,5-dimethyl-6-(3-methylbut-2-en-1-yl)-1,2,3,6-tetrahydro-1,1'-biphenyl COC1(C(CC=C(C1CC=C(C)C)C)C)C1=CC=CC=C1